C(CC)N(C(N)=N)CCC 3,3-dipropylguanidine